N1C=NC2=C1C=CC(=C2)N2C(NCC2C2=C(C=C(C=C2)C(F)(F)F)F)=O 1-(1H-Benzo[d]imidazol-5-yl)-5-(2-fluoro-4-(trifluoromethyl)phenyl)imidazolidin-2-on